N1C(CCC2=CC=CC=C12)C=1C=NSC1 4-(1,2,3,4-tetrahydroquinoline-2-yl)isothiazole